(S)-tert-butyl 2-(7-(3-methyl-1H-pyrrolo[2,3-b]pyridin-5-yl)isochroman-5-yl)pyrrolidine-1-carboxylate CC1=CNC2=NC=C(C=C21)C2=CC(=C1CCOCC1=C2)[C@H]2N(CCC2)C(=O)OC(C)(C)C